ClC1=NC=C(C(=O)NC2COCC2)C=C1 6-chloro-N-(tetrahydrofuran-3-yl)nicotinamide